N1=C(N=CC=C1)C1=NC(=NC=C1)C=O pyrimidinyl-(pyrimidinal)